CC=1N(C(=NN1)SCCCOC1=C(OC2=CC(=CC(=C2C1=O)OC)OC)C1=CC(=C(C(=C1)OC)OC)OC)N=CC1=CC(=CC=C1)C 3-(3-((5-methyl-4-((3-methylbenzylidene)amino)-4H-1,2,4-triazol-3-yl)thio)propoxy)-5,7-dimethoxy-2-(3,4,5-trimethoxyphenyl)-4H-chromen-4-one